O=C1NC(CCC1C1=CC=C(C=C1)N1CCC2(CC1)CCC(CC2)N2CCN(CC2)C=2C=C1C(N(C(C1=CC2)=O)[C@H](CS(=O)(=O)C)C2=CC(=C(C=C2)OC)OCC)=O)=O 5-(4-(3-(4-(2,6-dioxopiperidin-3-yl)phenyl)-3-azaspiro[5.5]-undecan-9-yl)-piperazin-1-yl)-2-((S)-1-(3-ethoxy-4-methoxyphenyl)-2-(methylsulfonyl)ethyl)-isoindoline-1,3-dione